C1(=CC=CC=C1)C1=C(C(=C(C2=C3C=C4C=CC=CC4=CC3=CC=C12)C1=CC=CC=C1)C1=CC=CC=C1)C1=CC=CC=C1 tetraphenyl-(tetraphene)